4-(3-((1H-pyrazol-4-yl)methyl)ureido)-N-(4-chlorophenyl)benzamide N1N=CC(=C1)CNC(NC1=CC=C(C(=O)NC2=CC=C(C=C2)Cl)C=C1)=O